N-((5-((2-oxo-1,2-dihydropyridin-4-yl)methoxy)-1-(4-(trifluoromethyl)phenyl)-1,2,3,4-tetrahydroquinolin-3-yl)methyl)methanesulfonamide O=C1NC=CC(=C1)COC1=C2CC(CN(C2=CC=C1)C1=CC=C(C=C1)C(F)(F)F)CNS(=O)(=O)C